N=1NN=NC1C1=CC=C(C=C1)[C@H]1[C@@H](CN(C1)C)CC1=C2C=CNC2=C(C=C1C)C |r| rac-4-(((3S,4R)-4-(4-(2H-tetrazol-5-yl)phenyl)-1-methylpyrrolidin-3-yl)methyl)-5,7-dimethyl-1H-indole